[Na+].N1=C(C=CC=C1)CCSC(CS(=O)(=O)[O-])CSCCC1=NC=CC=C1 2,3-bis[2-(2-pyridyl)ethylthio]propane-1-sulfonic acid sodium salt